(2-amino-3-(3-((6-((2-fluorophenyl)amino)pyridin-3-yl)methyl)isoxazol-5-yl)pyridin-1-ium-1-yl)methyl hydrogen phosphate P(=O)(OC[N+]1=C(C(=CC=C1)C1=CC(=NO1)CC=1C=NC(=CC1)NC1=C(C=CC=C1)F)N)(O)[O-]